3,9-difluoro-2,4,8,10-tetraoxa-3,9-diphosphaspiro[5.5]undecane 3,9-dioxide FP1(OCC2(CO1)COP(OC2)(F)=O)=O